2-methyl-2-(2-(4-methyl-3-((3-(9-(tetrahydro-2H-pyran-2-yl)-9H-purin-6-yl)pyridin-2-yl)amino)phenyl)-1H-benzo[d]imidazol-6-yl)propanenitrile CC(C#N)(C)C=1C=CC2=C(NC(=N2)C2=CC(=C(C=C2)C)NC2=NC=CC=C2C2=C3N=CN(C3=NC=N2)C2OCCCC2)C1